o-bis(bromomethyl)benzene C1=CC=C(C(=C1)CBr)CBr